CN1C=C(C=2C1=CN=C(C2)NC(C)=O)C2=NC(=CC1=C2OCC(O1)CN1CCOCC1)SC N-(1-methyl-3-(7-(methylthio)-2-(morpholinomethyl)-2,3-dihydro-[1,4]dioxino[2,3-c]pyridin-5-yl)-1H-pyrrolo[2,3-c]pyridin-5-yl)acetamide